2-hydroxy-2-(methyl-d3)propanimidamide-3,3,3-d3 hydrochloride Cl.OC(C(N)=N)(C([2H])([2H])[2H])C([2H])([2H])[2H]